COC1=C(CCN)C(=CC(=C1)SC(C)C)OC 2,6-dimethoxy-4-i-propylthiophenethylamine